5-(2-amino-[1,2,4]triazolo[1,5-a]pyridin-7-yl)-N-(4-(4-chlorophenyl)-1-fluoro-4-hydroxybut-2-yl)-3,4-difluoro-2-methylbenzamide NC1=NN2C(C=C(C=C2)C=2C(=C(C(=C(C(=O)NC(CF)CC(O)C3=CC=C(C=C3)Cl)C2)C)F)F)=N1